3-amino-4-(7-chloro-1H-indazol-4-yl)-6-(1-propan-2-ylpiperidin-4-yl)-1H-quinolin-2-one NC=1C(NC2=CC=C(C=C2C1C1=C2C=NNC2=C(C=C1)Cl)C1CCN(CC1)C(C)C)=O